5-phenoxy-4-benzylthio-3-chloro-2(5H)furanone O(C1=CC=CC=C1)C1C(=C(C(O1)=O)Cl)SCC1=CC=CC=C1